8-fluoro-2,3,4,5-tetrahydro-1H-pyrido[4,3-b]Indole FC1=CC=2C3=C(NC2C=C1)CCNC3